(S)-4-((2-methoxyethyl)(4-(5,6,7,8-tetrahydro-1,8-naphthyridin-2-yl)butyl)amino)-2-((1-methyl-1H-pyrazolo[3,4-d]pyrimidin-4-yl)amino)butanoic acid COCCN(CC[C@@H](C(=O)O)NC1=C2C(=NC=N1)N(N=C2)C)CCCCC2=NC=1NCCCC1C=C2